BrC1=CC=C(C(=N1)C(C)N(C[C@@H](C1CC1)O[Si](C)(C)C(C)(C)C)CC1=CC=C(C=C1)OC)F (2R)-N-[1-(6-Bromo-3-fluoropyridin-2-yl)ethyl]-2-{[tert-butyl(dimethyl)silyl]oxy}-2-cyclopropyl-N-(4-methoxybenzyl)ethanamine